tert-butyl-4-[5-[[4-methyl-6-(methylamino)pyrimidin-2-yl]amino]-2,3-dihydrobenzofuran-7-yl]-1,4-diazepane-1-carboxylate C(C)(C)(C)OC(=O)N1CCN(CCC1)C1=CC(=CC=2CCOC21)NC2=NC(=CC(=N2)C)NC